((2R,3R,4S,5R)-4-acetoxy-5-(2-amino-7-isobutyl-8-oxo-7,8-dihydro-9H-purin-9-yl)-3-fluorotetrahydrofuran-2-yl)methylacetat C(C)(=O)O[C@@H]1[C@@H]([C@H](O[C@H]1N1C2=NC(=NC=C2N(C1=O)CC(C)C)N)COC(C)=O)F